CN(C)CC1CN(CCC1O)C(=O)[O-] 3-((dimethylamino) methyl)-4-hydroxypiperidine-1-carboxylate